COC(=O)C1=NN(C=C1N)CC(=O)OCC 4-amino-1-(2-ethoxy-2-oxoethyl)-1H-pyrazole-3-carboxylic acid methyl ester